C(CCCCCCCCCCC)OS(=O)(=O)C1=CC=CC=C1.[NH4+] Ammonium Dodecylbenzenesulfonate